C1(CC1)[C@@H]1CN(C[C@@H](O1)C=1C=NNC1)S(=O)(=O)C1=CC=C(C)C=C1 (2r,6s)-2-cyclopropyl-4-(p-toluenesulfonyl)-6-(1H-pyrazol-4-yl)morpholine